1-(4-fluorophenyl)-6-methyl-2-oxo-5-(prop-1-en-2-yl)-1,2-dihydropyridine-3-carboxylic acid methyl ester COC(=O)C=1C(N(C(=C(C1)C(=C)C)C)C1=CC=C(C=C1)F)=O